FC(C(=O)O)(F)F.CC=1SC(=CN1)C=1C=CC=2N(C1)N=CC2C#N 6-(2-methylthiazole-5-yl)pyrazolo[1,5-a]Pyridine-3-carbonitrile 2,2,2-trifluoroacetic acid salt